CC=1C(=C(C=CC1)N)N 3-methyl-1,2-phenylenediamine